(R)-4-(2-(1H-indol-4-yl)-4-(3-methylmorpholino)pyrido[3,2-d]pyrimidin-6-yl)-1-methylpyridin-2(1H)-one N1C=CC2=C(C=CC=C12)C=1N=C(C2=C(N1)C=CC(=N2)C2=CC(N(C=C2)C)=O)N2[C@@H](COCC2)C